tert-butyl 2,9-diazaspiro[5.5]undecan-9-carboxylate C1NCCCC12CCN(CC2)C(=O)OC(C)(C)C